4-(2-(pyrrolidine-1-yl)ethoxy)piperidine N1(CCCC1)CCOC1CCNCC1